FC1=C(C=CC(=C1)N1CCOCC1)CN1C[C@@H](N(CC1)C(=O)OC(C(F)(F)F)C(F)(F)F)C 1,1,1,3,3,3-hexafluoropropan-2-yl (2S)-4-[[2-fluoro-4-(morpholin-4-yl)phenyl]methyl]-2-methylpiperazine-1-carboxylate